tris[4-[(4-acetylphenyl)thio]phenyl]sulfonium tert-butyl-5-((4-methoxybenzyl)thio)-1H-pyrrolo[2,3-c]pyridine-1-carboxylate C(C)(C)(C)OC(=O)N1C=CC=2C1=CN=C(C2)SCC2=CC=C(C=C2)OC.C(C)(=O)C2=CC=C(C=C2)SC2=CC=C(C=C2)[S+](C2=CC=C(C=C2)SC2=CC=C(C=C2)C(C)=O)C2=CC=C(C=C2)SC2=CC=C(C=C2)C(C)=O